Cl.N1=C(C=CC=C1)C1=CC=CC=2[C@H](OCCCC21)CN |o1:12| rel-(S)-(6-(pyridin-2-yl)-1,3,4,5-tetrahydrobenzo[c]oxepin-1-yl)methanamine hydrochloride salt